ClC1=CC=C(OCC(C2=CC=NC=C2)N(C(=O)NC2COCC2(F)F)C)C=C1 1-[2-(4-chlorophenoxy)-1-(4-pyridyl)ethyl]-3-(4,4-difluorotetrahydrofuran-3-yl)-1-methyl-urea